ClC1=CC=2C3=C(C(=NC2C(=C1C1=C(C(=CC=C1)C)Cl)F)N1CC(C1)N(C)C)C=NN3[C@@H]3C[C@H](NCC3)CC#N 2-((2S,4S)-4-(8-chloro-7-(2-chloro-3-methylphenyl)-4-(3-(dimethylamino)azetidin-1-yl)-6-fluoro-1H-pyrazolo[4,3-c]quinolin-1-yl)piperidin-2-yl)acetonitrile